methyl 5-chloro-3-(2-methoxyethoxy)thiophene-2-carboxylate ClC1=CC(=C(S1)C(=O)OC)OCCOC